5-chloro-2-(4-((1-methylpiperidin-3-yl)amino)phthalazin-1-yl)phenol ClC=1C=CC(=C(C1)O)C1=NN=C(C2=CC=CC=C12)NC1CN(CCC1)C